2-(8-fluoro-6-(5-fluoro-2-((1-(methylsulfonyl)piperidin-4-yl)amino)pyrimidin-4-yl)-2-methylquinolin-4-yl)propan-2-ol methanesulfonate CS(=O)(=O)OC(C)(C)C1=CC(=NC2=C(C=C(C=C12)C1=NC(=NC=C1F)NC1CCN(CC1)S(=O)(=O)C)F)C